N-{[6-(4-chlorophenyl)-2-(3-fluorophenyl)-3-oxo-2,3-dihydropyridazin-4-yl]carbonyl}-L-serine ClC1=CC=C(C=C1)C=1C=C(C(N(N1)C1=CC(=CC=C1)F)=O)C(=O)N[C@@H](CO)C(=O)O